(S)-2-((((9H-fluoren-9-yl)methoxy)carbonyl)amino)-3-(3-allylphenyl)propanoic acid C1=CC=CC=2C3=CC=CC=C3C(C12)COC(=O)N[C@H](C(=O)O)CC1=CC(=CC=C1)CC=C